8-fluoro-1,2,3,4-tetrahydroisoquinoline-6-carbonitrile FC=1C=C(C=C2CCNCC12)C#N